C1(=CC=CC=C1)N(C1=CC=C(C2=CC=CC=C12)NC1=CC=C(C=C1)C1=CC=C(C=C1)NC1=CC=C(C2=CC=CC=C12)N(C=1C=C(C=CC1)C)C1=CC=CC=C1)C=1C=C(C=CC1)C N,N'-bis-[4-(phenyl-m-tolyl-amino)-naphthyl]-biphenyl-4,4'-diamine